BrC=1C(=NC(=NC1)NC1=CC=C2C(=NNC2=C1)C)NC1=C(C=CC=C1)P(C)C (2-((5-bromo-2-((3-methyl-1H-indazol-6-yl)amino)pyrimidine-4-yl)amino)phenyl)dimethylphosphine